C1(CC1)N(C1CCN(CC1)S(=O)(=O)C=1C=C(C(=O)OC)C=CC1F)C Methyl 3-((4-(cyclopropyl (methyl) amino) piperidin-1-yl) sulfonyl)-4-fluorobenzoate